C(C)N(C(=O)C1=C(OC2=C(N=CN=N2)C(=O)O)C=CC(=C1)F)C(C)C 6-(2-(Ethyl-(isopropyl)carbamoyl)-4-fluorophenoxy)-1,2,4-triazine-5-carboxylic acid